1-(3,5,5,6,8,8-hexamethyl-6,7-dihydronaphthalen-2-yl)ethanone CC=1C(=CC=2C(CC(C(C2C1)(C)C)C)(C)C)C(C)=O